5-benzylthio-2-cyclopropyl-isoquinolin-1-one C(C1=CC=CC=C1)SC1=C2C=CN(C(C2=CC=C1)=O)C1CC1